(S)-2-((4-(3-((4-cyano-2-fluorobenzyl)oxy)-4-(trifluoromethyl)-1H-pyrazol-1-yl)piperidin-1-yl)methyl)-1-(oxetan-2-ylmethyl)-1H-benzo[d]imidazole-6-carboxylic acid C(#N)C1=CC(=C(COC2=NN(C=C2C(F)(F)F)C2CCN(CC2)CC2=NC3=C(N2C[C@H]2OCC2)C=C(C=C3)C(=O)O)C=C1)F